C1=C(C=CC2=CC=CC=C12)P(C1=CC=CC=C1)(C1=CC=CC=C1)=O 2-naphthyl-diphenyl-phosphorus oxide